Cl.NCC1=NOC(C1)(C(=O)OC)CC1=CC=CC=C1 Methyl 3-(aminomethyl)-5-benzyl-4,5-dihydroisoxazole-5-carboxylate hydrochloride